(3-(bromomethyl)-4-(methoxycarbonyl)phenyl)piperazine-1-carboxylic acid tert-butyl ester C(C)(C)(C)OC(=O)N1C(CNCC1)C1=CC(=C(C=C1)C(=O)OC)CBr